N-(6-amino-5-methyl-3-pyridyl)-2-[(2S,5R)-5-methyl-2-(3-thienyl)-4-[1-(trifluoromethyl)cyclopropanecarbonyl]piperazin-1-yl]-2-oxo-acetamide NC1=C(C=C(C=N1)NC(C(=O)N1[C@H](CN([C@@H](C1)C)C(=O)C1(CC1)C(F)(F)F)C1=CSC=C1)=O)C